2-(4-amino-5-fluoropyrimidin-2-yl)(octahydrocyclopenta[c]pyrrol-5-yl)(5-(3,5-difluorophenyl)-4,5-dihydro-1H-pyrazol-1-yl)methanone NC1=NC(=NC=C1F)N1N(C(CC1)C1=CC(=CC(=C1)F)F)C(=O)C1CC2C(CNC2)C1